(S)-4-(4-(4-(1-(pentan-3-yl)-1H-pyrazol-4-yl)pyrazolo[1,5-a]pyrazin-6-yl)-1H-pyrazol-1-yl)butane-1,3-diol CCC(CC)N1N=CC(=C1)C=1C=2N(C=C(N1)C=1C=NN(C1)C[C@H](CCO)O)N=CC2